tert-Butyl 2-((((9H-fluoren-9-yl)methoxy) carbonyl)amino)-3-(5-methoxypyridin-3-yl)propanoate C1=CC=CC=2C3=CC=CC=C3C(C12)COC(=O)NC(C(=O)OC(C)(C)C)CC=1C=NC=C(C1)OC